O1C(COC2=C1C=CC=C2)COC2=NC(N1C(C3=CC=C(C=C3CC1)OCCCN1CCN(CC1)C)=C2)=O 2-(2,3-Dihydro-benzo[1,4]dioxin-2-ylmethoxy)-9-[3-(4-methyl-piperazin-1-yl)-propoxy]-6,7-dihydro-pyrimido[6,1-a]isoquinolin-4-one